BrC=1C=CC2=C(N(C(=N2)OC)C2(CC2)C(F)F)C1 6-bromo-1-(1-(difluoromethyl)cyclopropyl)-2-methoxy-1H-benzo[d]imidazole